tert-butyl 1-chloro-6-(ethoxymethyl)-9,9-dimethylacridine-10(9H)-carboxylate {tert-butyl 1-chloro-6-(ethoxymethyl)-9,9-dimethylacridine-10(9H)-carboxylate} C(C)(C)(C)C1=C(C=2C(C3=CC=C(C=C3N(C2C=C1)C(=O)O)COCC)(C)C)Cl.ClC1=CC=CC=2N(C3=CC(=CC=C3C(C12)(C)C)COCC)C(=O)OC(C)(C)C